CC1=C(C=CC=C1)C1=NOC(=N1)N1CCC(CC1)C(=O)OC(C)(C)C tert-butyl 1-(3-(2-methylphenyl)-1,2,4-oxadiazol-5-yl)piperidine-4-carboxylate